bicyclo[2.2.2]octanoic acid C12(CCC(CC1)CC2)C(=O)O